4-[[[6-[2-[(4-aminocyclohexyl)amino]-5-chloro-4-pyridinyl]-2-pyridinyl]amino]methyl]tetrahydropyran-4-carbonitrile NC1CCC(CC1)NC1=NC=C(C(=C1)C1=CC=CC(=N1)NCC1(CCOCC1)C#N)Cl